2-oxo-N-(2-(2,2,2-trifluoroethyl)-9H-xanthen-9-yl)-6-(trifluoromethyl)-1,2-dihydropyridine-3-carboxamide O=C1NC(=CC=C1C(=O)NC1C2=CC=CC=C2OC=2C=CC(=CC12)CC(F)(F)F)C(F)(F)F